C(C)OC1=CC=C(C=C1)N1[C@@H]2CC(N[C@H](C1)CC2(C)C)=O (1S,5R)-6-(4-ethoxyphenyl)-9,9-dimethyl-2,6-diazabicyclo[3.2.2]nonan-3-one